(2S)-3-[(6-acetyl-naphthalen-1-yl)amino]-2-aminopropanoic acid C(C)(=O)C=1C=C2C=CC=C(C2=CC1)NC[C@@H](C(=O)O)N